3-[9-[3-Carboxypropyl(methyl)amino]-2,2,4,7,7-pentamethyl-8H-chromeno[3,2-g]quinolin-11-ium-1-yl]propan-1-sulfonat C(=O)(O)CCCN(C=1CC(C2=CC=3C=C4C(=CC(N(C4=CC3[O+]=C2C1)CCCS(=O)(=O)[O-])(C)C)C)(C)C)C